C(C#C)N1C[C@@H](OCC1)CNC(OC(C)(C)C)=O Tert-butyl N-[[(2S)-4-prop-2-ynylmorpholin-2-yl]methyl]carbamate